(2R,4R,5S,6S)-5-hydroxy-4-methoxy-4,6-dimethyltetrahydro-2H-pyran O[C@@H]1[C@](CCO[C@H]1C)(C)OC